N-((2-(6-(((6,7-dihydro-5H-pyrazolo[5,1-b][1,3]oxazin-3-yl)methyl)amino)pyridin-2-yl)-1,6-naphthyridin-7-yl)methyl)-5-(methylsulfonyl)nicotinamide N1=CC(=C2OCCCN21)CNC2=CC=CC(=N2)C2=NC1=CC(=NC=C1C=C2)CNC(C2=CN=CC(=C2)S(=O)(=O)C)=O